5-cyano-N-ethyl-N-(2,2,2-trifluoro-1-(4-fluorophenyl)ethyl)thiazole-2-sulfonamide C(#N)C1=CN=C(S1)S(=O)(=O)N(C(C(F)(F)F)C1=CC=C(C=C1)F)CC